4-(4-fluorobenzylamino)-1-methylpiperidine dihydrochloride Cl.Cl.FC1=CC=C(CNC2CCN(CC2)C)C=C1